C(C)(=O)C=1C=C(C=C2C(N(C(=NC12)C1=CC=CC=C1)C)=O)Cl 8-acetyl-6-chloro-3-methyl-2-phenylquinazolin-4(3H)-one